6-bromo-N-methyl-8,9-dihydroimidazo[1',2':1,6]pyrido[2,3-d]pyrimidin-2-amine BrC1=CC2=C(N=C(N=C2)NC)N2C1=NCC2